N[C@@H]1CN(CC1)CC1=CC=2C(=CN=C(C2C2=CC(=C(C#N)C=C2)F)C2=CC(=C(C(=C2)C)C)C)N1CC1CCOCC1 (S)-4-(2-((3-aminopyrrolidin-1-yl)methyl)-5-(3,4,5-trimethylphenyl)-1-((tetrahydro-2H-pyran-4-yl)methyl)-1H-pyrrolo[2,3-c]pyridin-4-yl)-2-fluorobenzonitrile